tert-butyl (R)-3-(5-((2,4-dimethoxybenzyl)amino)-8-methoxy-[1,2,4]triazolo[1,5-c]quinazolin-2-yl)piperidine-1-carboxylate COC1=C(CNC2=NC=3C=C(C=CC3C=3N2N=C(N3)[C@H]3CN(CCC3)C(=O)OC(C)(C)C)OC)C=CC(=C1)OC